(5-chloro-1-p-toluenesulfonyl-1H-pyrrolo[2,3-b]pyridin-3-yl)potassium trifluoroborate B(F)(F)F.ClC=1C=C2C(=NC1)N(C=C2[K])S(=O)(=O)C2=CC=C(C)C=C2